ethyl 2-(2-((5-(3-(aminomethyl)-2-fluorophenyl)benzofuran-3-yl)methoxy)-3-fluorophenyl)acetate NCC=1C(=C(C=CC1)C=1C=CC2=C(C(=CO2)COC2=C(C=CC=C2F)CC(=O)OCC)C1)F